CN1CCC(CC1)C(=O)C1C(C2=CC=C(C=C2C1=O)C(=O)C=1C=C2C(C(C(C2=CC1)=O)C(=O)C1CCN(CC1)C)=O)=O 2-(1-methylpiperidine-4-carbonyl)-5-[2-(1-methylpiperidine-4-carbonyl)-1,3-dioxo-2,3-dihydro-1H-indene-5-carbonyl]-2,3-dihydro-1H-indene-1,3-dione